ClC1=NC=C(C(=C1)C1=C(C=NC(=C1)C)C(=O)NC=1SC(=NN1)OCC(F)(F)F)OC 2'-chloro-5'-methoxy-6-methyl-N-(5-(2,2,2-trifluoroethoxy)-1,3,4-thiadiazol-2-yl)-(4,4'-bipyridine)-3-carboxamide